C1NCC12CC(C2)N2C(=NC1=C3CC[C@@H](NC3=CC=C12)C)CC1=CC(=CC=C1)OC (7S)-3-{2-Azaspiro[3.3]heptan-6-yl}-2-[(3-methoxyphenyl)methyl]-7-methyl-3H,6H,7H,8H,9H-imidazo[4,5-f]chinolin